OC=1C=C(NC=2N=CC3=C(N2)N(C(C(=C3)N3CCN(C2=C(C=CC=C32)C)C(=O)OC(C)(C)C)=O)CCCCO)C=CC1 tert-butyl 4-[2-(3-hydroxyanilino)-8-(4-hydroxybutyl)-7-oxo-pyrido[2,3-d]pyrimidin-6-yl]-8-methyl-2,3-dihydroquinoxaline-1-carboxylate